3-(3-(5-toluenesulfonyl-5H-pyrrolo[2,3-B]pyrazin-7-yl)phenyl)isoxazol-5-one C(C1=CC=CC=C1)S(=O)(=O)N1C=C(C=2C1=NC=CN2)C=2C=C(C=CC2)C=2NOC(C2)=O